CC(C)N1C2=C(N=CC1)NC=C2 N-(propan-2-yl)-5H-pyrrolo[2,3-b]pyrazine